OC1[C@@H](O)[C@@H](O)[C@H](O)[C@H](O1)CO D-(+)-Mannopyranose